4-methyl-N-[(4-methylcyclohexyl)methylene]benzenesulfinamide CC1=CC=C(C=C1)S(=O)N=CC1CCC(CC1)C